C1=CC=CC=2C3=CC=CC=C3C(C12)COC(N[C@H](C(N[C@H](C(NCOCC(=O)OCC1=CC=CC=C1)=O)CCCNC(=O)N)=O)C(C)C)=O Benzyl (5S,8S)-1-(9H-fluoren-9-yl)-5-isopropyl-3,6,9-trioxo-8-(3-ureidopropyl)-2,12-dioxa-4,7,10-triazatetradecan-14-oate